[Cl-].[Cl-].C1(=CC(=CC=C1)C[N+]1=CC=CC=C1)C[N+]1=CC=CC=C1 1,1'-[1,3-Phenylenebis(methylene)]bis(pyridinium) dichloride